O1CCC2=C1C=CC(=C2)C2=CC=C1C(=NNC1=C2)NC=2C=C(C(=O)N)C=CC2 3-((6-(2,3-dihydrobenzofuran-5-yl)-1H-indazol-3-yl)amino)benzamide